CC1OCCC(C1)O 2-methyltetrahydropyran-4-ol